3-(1-oxo-5-(((1R,2S)-2-((3aR,6aS)-tetrahydro-1H-furo[3,4-c]pyrrol-5(3H)-yl)cyclopentyl)oxy)isoindolin-2-yl)piperidine-2,6-dione O=C1N(CC2=CC(=CC=C12)O[C@H]1[C@H](CCC1)N1C[C@@H]2[C@H](C1)COC2)C2C(NC(CC2)=O)=O